3-(7-fluoroimidazo[1,2-a]pyridin-2-yl)-N-methyl-4-[4-(trifluoromethyl)phenoxy]benzene-1-sulfonamide FC1=CC=2N(C=C1)C=C(N2)C=2C=C(C=CC2OC2=CC=C(C=C2)C(F)(F)F)S(=O)(=O)NC